6-({6,6-difluoro-3-azabicyclo[3.1.0]hexan-3-yl}methyl)-2-(3-{3-[(4-methyl-1,2,4-triazol-3-yl)methyl]oxetan-3-yl}phenyl)-4-(trifluoromethyl)-3H-isoindol-1-one FC1(C2CN(CC12)CC1=CC(=C2CN(C(C2=C1)=O)C1=CC(=CC=C1)C1(COC1)CC1=NN=CN1C)C(F)(F)F)F